Methyl 6-methoxy-2-((5s,8s)-1-methyl-2-oxo-3-oxa-1-azaspiro[4.5]decan-8-yl)-2H-indazole-5-carboxylate COC=1C(=CC2=CN(N=C2C1)C1CCC2(COC(N2C)=O)CC1)C(=O)OC